C=C1C(C2=CC=CC=C2C=C1)S(=O)(=O)O MethyleneNaphthaleneSulfonic Acid